Bis(2-hexyloctyl) 5,17-dibutyl-11-(2-(diethylamino)ethyl)-7,15-dioxo-6,8,14,16-tetraoxa-11-azahenicosanedioate cis-3-(3-amino-1H-pyrazol-5-yl)cyclopentyl-((S)-sec-butyl)carbamate NC1=NNC(=C1)[C@H]1C[C@H](CC1)N(C(O)=O)[C@@H](C)CC.C(CCC)C(CCCC(=O)OCC(CCCCCC)CCCCCC)OC(OCCN(CCOC(OC(CCCC(=O)OCC(CCCCCC)CCCCCC)CCCC)=O)CCN(CC)CC)=O